C(C)(C)(C)OC(=O)N1C(CC(CC1)C1=C(C(=CC=C1OC)Cl)Cl)(C(=O)O)CCN 2-(2-aminoethyl)-4-(2,3-dichloro-6-methoxyphenyl)piperidine-1,2-dicarboxylic acid 1-tert-butyl ester